C(C1=CC=CC=C1)(C1=CC=CC=C1)NC1CC(C1)O (1r,3r)-3-(benzhydrylamino)cyclobutan-1-ol